(1S,4S)-N4-(2-{3-[2-(dimethylamino)-4-methanesulfonyl-phenoxy]prop-1-yn-1-yl}-1-(2,2,2-trifluoroethyl)-1H-indol-4-yl)-N1,N1-dimethylcyclohexane-1,4-diamine CN(C1=C(OCC#CC=2N(C3=CC=CC(=C3C2)NC2CCC(CC2)N(C)C)CC(F)(F)F)C=CC(=C1)S(=O)(=O)C)C